5-(2-Chloro-3-fluoro-phenyl)-3-(2-methoxy-ethyl)-1-{2-[4-(7-methylsulfanyl-2-oxo-1,2,4,5-tetrahydro-benzo[d][1,3]diazepin-3-yl)-piperidin-1-yl]-2-oxo-ethyl}-1H-pyrimidine-2,4-dione ClC1=C(C=CC=C1F)C=1C(N(C(N(C1)CC(=O)N1CCC(CC1)N1C(NC2=C(CC1)C=C(C=C2)SC)=O)=O)CCOC)=O